C1(CC\C=C/CCC=CCCC1)=O (Z)-cyclododeca-4,8-dien-1-one